tert-Butyl (2S,3S)-3-(3-oxa-6-azabicyclo[3.1.1]heptan-6-yl)-2-methylpyrrolidine-1-carboxylate C12COCC(N1[C@@H]1[C@@H](N(CC1)C(=O)OC(C)(C)C)C)C2